Zinc (1-methylimidazole) CN1C=NC=C1.[Zn]